alpha-methyl-2,3-diaminopropionic acid CC(C(=O)O)(CN)N